FC(C(C)C1=C(C(=C2C=NC(=NN21)N[C@H]2[C@@H](COCC2)O)C(F)(F)F)C#N)(C)C 7-(3-fluoro-3-methylbutan-2-yl)-2-(((3s,4r)-3-hydroxytetrahydro-2H-pyran-4-yl)amino)-5-(trifluoromethyl)pyrrolo[2,1-f][1,2,4]triazine-6-carbonitrile